N,N'-diethyl-oxamide C(C)NC(=O)C(=O)NCC